tert-butyl (4-(6-bromopyrrolo[2,1-f][1,2,4]triazin-4-yl)-2-(2,2-difluoroethyl)-3-fluorobenzyl)carbamate BrC=1C=C2C(=NC=NN2C1)C1=C(C(=C(CNC(OC(C)(C)C)=O)C=C1)CC(F)F)F